3,4-dimethyl-1-{[6-(4-methylphenyl)-5-(trifluoromethyl)(2-pyridyl)]amino}azoline-2,5-dione CC=1C(N(C(C1C)=O)NC1=NC(=C(C=C1)C(F)(F)F)C1=CC=C(C=C1)C)=O